FC=1C(=C(CN2C(C=3C=C(C=NC3CC2)B2OC(C(O2)(C)C)(C)C)=O)C=C(C1)F)OC1CCOCC1 6-(3,5-difluoro-2-((tetrahydro-2H-pyran-4-yl)oxy)benzyl)-3-(4,4,5,5-tetramethyl-1,3,2-dioxaborolan-2-yl)-7,8-dihydro-1,6-naphthyridin-5(6H)-one